2-(1-ethyl-6-ethylsulfanyl-2-methoxy-benzimidazol-5-yl)-3-methyl-6-(trifluoromethyl)imidazo[4,5-c]pyridine C(C)N1C(=NC2=C1C=C(C(=C2)C2=NC1=C(C=NC(=C1)C(F)(F)F)N2C)SCC)OC